C1(CC1)N(C(=O)C=1C(=NN(C1F)C)C(F)F)CC1=C(C=CC(=C1)F)C(C)C N-cyclopropyl-3-(difluoromethyl)-5-fluoro-N-(5-Fluoro-2-isopropylbenzyl)-1-methyl-1H-pyrazole-4-carboxamide